6,6'-(2,2'-dichloro-[1,1'-biphenyl]-3,3'-diyl)bis(3-(((S)-5-oxopyrrolidin-2-yl)methyl)thieno[2,3-d]pyrimidin-4(3H)-one) ClC1=C(C=CC=C1C1=CC2=C(N=CN(C2=O)C[C@H]2NC(CC2)=O)S1)C1=C(C(=CC=C1)C1=CC2=C(N=CN(C2=O)C[C@H]2NC(CC2)=O)S1)Cl